1-(3-bromo-4-fluorophenyl)-2,2,2-trifluoroethyl trifluoromethanesulfonate FC(S(=O)(=O)OC(C(F)(F)F)C1=CC(=C(C=C1)F)Br)(F)F